5'-(4-Fluoro-1H-indol-3-yl)-1',2'-dihydrospiro[cyclopropane-1,3'-pyrrolo[2,3-b]pyridine] FC1=C2C(=CNC2=CC=C1)C=1C=C2C(=NC1)NCC21CC1